S(=O)(=O)(O)O.NC=1NC=CN1.NC=1NC=CN1 2-Aminoimidazole hemisulfate